ClC=1C=C(C=CC1)[C@@H]1[C@H](C1)C(=O)NC1=NC=NC(=C1)NCC=1N=C2N(C(=NC=C2)OC(C)C)C1 (1S,2S)-2-(3-chlorophenyl)-N-(6-(((5-isopropoxyimidazo[1,2-c]pyrimidin-2-yl)methyl)amino)pyrimidin-4-yl)cyclopropane-1-carboxamide